C[C@H]1OC[C@]1(C)NS(=O)(=O)C=1C=C2C(N(C(N(C2=CC1)CC)=O)CC)=O N-((2R,3S)-2,3-dimethyloxetan-3-yl)-1,3-diethyl-2,4-dioxo-1,2,3,4-tetrahydroquinazoline-6-sulfonamide